C(CC)N1C(CN(CCC1)C=1C2=C(N=C(N1)C1=NC=CC=C1)CCC2)=O 1-propyl-4-(2-(pyridin-2-yl)-6,7-dihydro-5H-cyclopenta[d]pyrimidin-4-yl)-1,4-diazepan-2-one